2-(2-(2-Aminopyridin-3-yl)-3-(4-(piperazin-1-ylmethyl)phenyl)-3H-imidazo[4,5-b]pyridin-5-yl)benzonitrile NC1=NC=CC=C1C1=NC=2C(=NC(=CC2)C2=C(C#N)C=CC=C2)N1C1=CC=C(C=C1)CN1CCNCC1